CC(CCCC)OC(CCCC(=O)O)=O 5-((2-hexyl)oxy)-5-oxopentanoic acid